CC=1C=C2C=CN(C2=CC1[N+](=O)[O-])CCNC(OC(C)(C)C)=O tert-butyl N-[2-(5-methyl-6-nitro-indol-1-yl)ethyl]carbamate